COC1=CC=C(C=C1)C(C(CO)OC1=C(C=CC=C1)OC)O 1-(4-methoxyphenyl)-2-(2-methoxyphenoxy)-1,3-propanediol